9-fluoro-7,12-dihydro-indolo-[3,2-d][1]benzazepin-6(5H)-one FC=1C=C2C(=CC1)NC1=C2CC(NC2=C1C=CC=C2)=O